3,4-Dibromo-5-methylfuran-2(5H)-one BrC=1C(OC(C1Br)C)=O